1-(2-(7,8-dimethyl-[1,2,4]triazolo[1,5-a]pyridin-6-yl)-3-isopropyl-4-methyl-1H-pyrrolo[2,3-c]pyridin-5-yl)-N-(tetrahydro-2H-pyran-4-yl)piperidin-4-amine CC1=C(C=2N(C=C1C1=C(C=3C(=CN=C(C3C)N3CCC(CC3)NC3CCOCC3)N1)C(C)C)N=CN2)C